1-METHYL-1H-IMIDAZOL-5-YLBORONIC ACID CN1C=NC=C1B(O)O